C(N)(=O)C=1C(=CC(=NC1)NC(=O)C1CC1)NC=1C(=C(C=CC1)C1=NOC(=N1)OC(=O)N1CCNCC1)OC [3-[3-[[5-carbamoyl-2-(cyclopropanecarboxamido)-4-pyridyl]amino]-2-methoxy-phenyl]-1,2,4-Oxadiazol-5-yl]piperazine-1-carboxylate